N2-tert-butyl-6-cyclopropyl-7-(4-fluorophenyl)-3,4-dihydropyrrolo[1,2-a]pyrazine-2,8(1H)-dicarboxamide C(C)(C)(C)NC(=O)N1CC=2N(CC1)C(=C(C2C(=O)N)C2=CC=C(C=C2)F)C2CC2